N-(6-((5-chloro-2-((2-chloro-4-(4-(4-methylpiperazin-1-yl)piperidin-1-yl)phenyl)amino)pyrimidin-4-yl)amino)-2,3-dihydrobenzofuran-5-yl)methanesulfonamide ClC=1C(=NC(=NC1)NC1=C(C=C(C=C1)N1CCC(CC1)N1CCN(CC1)C)Cl)NC1=CC2=C(CCO2)C=C1NS(=O)(=O)C